Nitrilotri(methylphosphonic acid) N(P(OC)(O)=O)(P(OC)(O)=O)P(OC)(O)=O